4-(difluoromethyl)-1-(3-(methylsulfonyl)benzoyl)-D-prolinamide FC(C1C[C@@H](N(C1)C(C1=CC(=CC=C1)S(=O)(=O)C)=O)C(=O)N)F